methyl 3,4-difluoro-2-((2-fluoro-4-methoxyphenyl) amino)-5-formylbenzoate FC=1C(=C(C(=O)OC)C=C(C1F)C=O)NC1=C(C=C(C=C1)OC)F